FC(S(=O)(=O)OC1=NC(=C(C2=C1C=CS2)C2=C(C=C(C=C2OCCOC)F)F)C2=NN1C(CN([C@@H]([C@H]1C)C)C(C=C)=O)=C2)(F)F [7-[2,4-difluoro-6-(2-methoxyethoxy)phenyl]-6-[(6R,7R)-6,7-dimethyl-5-prop-2-enoyl-6,7-dihydro-4H-pyrazolo[1,5-a]pyrazin-2-yl] thieno[3,2-c]pyridin-4-yl] trifluoromethanesulfonate